NC=1C=NC=CC1N 3,4-diaminopyridin